ClC1=CC=C(C=C1)C1=NC=2C(=NC=CC2)N1CC1CCN(CC1)C1=CC(=C(C(=O)NS(=O)(=O)C2=CC(=C(C=C2)NCC2CCOCC2)[N+](=O)[O-])C=C1)OC=1C=C2C(=NC1)NC=C2 4-[4-[[2-(4-chlorophenyl)imidazo[4,5-b]pyridin-3-yl]methyl]-1-piperidyl]-N-[3-nitro-4-(tetrahydropyran-4-ylmethylamino)phenyl]sulfonyl-2-(1H-pyrrolo[2,3-b]pyridin-5-yloxy)benzamide